NC(CO)C(\C=C\CCCCCCCCCCCCC)O 2-amino-trans-4-octadecene-1,3-diol